FN1C(N(C(N(C1=O)F)=O)F)=O trifluoroisocyanuric acid